N-[(6-Amino-2-pyridyl)sulfonyl]-6-tert-butyl-5-[(E)-2-cyclopentylvinyl]-2-[(4S)-2,2,4-trimethylpyrrolidin-1-yl]pyridin-3-carboxamid NC1=CC=CC(=N1)S(=O)(=O)NC(=O)C=1C(=NC(=C(C1)\C=C\C1CCCC1)C(C)(C)C)N1C(C[C@@H](C1)C)(C)C